COC1=C(C=CC(=C1)OC)C(=O)C=1N=NN(C1)[C@H]1[C@@H](CC[C@H](C1)C)C(C)C (2,4-dimethoxyphenyl)(1-((1R,2S,5R)-2-isopropyl-5-methylcyclohexyl)-1H-1,2,3-triazole-4-yl)methanone